NCC(CN[C@H](C(F)F)C1=CC=2N(N=C1)C=C(N2)[C@H](C2CCC(CC2)(F)F)NC(OC(C)(C)C)=O)(F)F tert-butyl ((S)-(7-((S)-1-((3-amino-2,2-difluoropropyl)amino)-2,2-difluoroethyl)imidazo[1,2-b]pyridazin-2-yl)(4,4-difluorocyclohexyl)methyl)carbamate